rac-(2s,4r)-4-(methoxy(methyl)carbamoyl)-2-phenylpiperidine-1-carboxylic acid tert-butyl ester C(C)(C)(C)OC(=O)N1[C@@H](C[C@@H](CC1)C(N(C)OC)=O)C1=CC=CC=C1 |r|